8-((2-oxaspiro[3.3]heptan-6-yl)oxy)-3-(benzyloxy)-6H-benzo[c]chromen-6-one C1OCC12CC(C2)OC=2C=CC1=C(C(OC3=CC(=CC=C13)OCC1=CC=CC=C1)=O)C2